tert-butyl-4-(6-bromopyridin-2-yl)piperazine C(C)(C)(C)N1CCN(CC1)C1=NC(=CC=C1)Br